ClC=1C=CC(=C(C1)[C@]12CN(C([C@@H]2C1)C(CC(=O)OCC)=O)C(=O)OC(C)(C)C)F tert-butyl (1S,5R)-1-(5-chloro-2-fluorophenyl)-4-(3-ethoxy-3-oxopropanoyl)-3-azabicyclo[3.1.0]hexane-3-carboxylate